CN1C(C=CC(=C1)[C@H]1OCC[C@H](C1)C1=NC2=NC(=C(N=C2C(=N1)C1=C(C=C(C=C1)C(F)(F)F)F)OC)C)=O 1-methyl-5-[(2S,4R)-4-[4-[2-fluoro-4-(trifluoromethyl)phenyl]-6-methoxy-7-methyl-pteridin-2-yl]tetrahydropyran-2-yl]pyridin-2-one